(E)-5-(3-benzylidene-2,5-dioxopyrrolidinyl)pentanoic acid ethyl ester C(C)OC(CCCCN1C(/C(/CC1=O)=C/C1=CC=CC=C1)=O)=O